11-methoxy-7,9,11,13,15-pentamethyl-17-oxa-3,7-diazaspiro[5.12]octadecane-14,16-dione COC1(CC(CN(C2(CCNCC2)COC(C(C(C(C1)C)=O)C)=O)C)C)C